2,4,6,10,11-pentazatetracyclo[8.5.2.05,16.013,17]heptadeca-1(2),3,5(16),11,13(17),14-hexaene C12=NC=NC=3NCCCN4N=CC(C=C1)=C4C23